N-(4-((4-(3-cyanophenyl)piperazin-1-yl)sulfonyl)phenyl)-2-(N-methylmethylsulfonamido)benzamide C(#N)C=1C=C(C=CC1)N1CCN(CC1)S(=O)(=O)C1=CC=C(C=C1)NC(C1=C(C=CC=C1)N(S(=O)(=O)C)C)=O